methyl (S,E)-(1-((1-((7-(cyclopropylmethoxy)-1H-benzo[d]imidazol-2-yl)methyl)-2-oxo-1,2-dihydropyridin-3-yl)amino)-7-(dimethylamino)-1,7-dioxohept-5-en-2-yl)carbamate C1(CC1)COC1=CC=CC2=C1NC(=N2)CN2C(C(=CC=C2)NC([C@H](CC\C=C\C(=O)N(C)C)NC(OC)=O)=O)=O